ClC1=CC=C(C=C1)C1=NC2=C(N1[C@H](C(=O)NC1CCCCC1)C1CCOCC1)C=C(C=C2)F (S)-2-[2-(4-chloro-phenyl)-6-fluoro-benzimidazol-1-yl]-N-cyclohexyl-2-(tetrahydro-pyran-4-yl)-acetamide